Butyl-4-hydroxy-1-methyl-3-n-propyl-pyrazol C(CCC)C1=C(C(=NN1C)CCC)O